(R)-(6-(4-(5-chloro-7-((3-methylbutan-2-yl)amino)-[1,2,4]triazolo[1,5-a]pyrimidin-6-yl)-3,5-difluorophenoxy)spiro[3.3]hept-2-yl)(methyl)carbamic acid tert-butyl ester C(C)(C)(C)OC(N(C)C1CC2(C1)CC(C2)OC2=CC(=C(C(=C2)F)C=2C(=NC=1N(C2N[C@H](C)C(C)C)N=CN1)Cl)F)=O